FC1(C=CC(C1(F)F)(F)F)F 3,3,4,4,5,5-hexafluoro-1-cyclopentene